N-(2-methoxyethyl)-2-methylsulfonyl-thiazolo[4,5-d]Pyrimidine-7-amine hydrochloride Cl.COCCNC=1C2=C(N=CN1)N=C(S2)S(=O)(=O)C